(2S,4S)-1-[(2S)-2-(tert-butoxycarbonylamino)-3,3-dimethyl-butanoyl]-4-propyl-pyrrolidine-2-carboxylic acid C(C)(C)(C)OC(=O)N[C@H](C(=O)N1[C@@H](C[C@@H](C1)CCC)C(=O)O)C(C)(C)C